rac-3-[(3-chloro-2-methoxyphenyl)amino]-2-(3-{[(1R)-2-(prop-2-enoyl)-2-azaspiro[3.3]heptan-1-yl]methoxy}pyridin-4-yl)-1H,5H,6H,7H-pyrrolo[3,2-c]pyridin-4-one ClC=1C(=C(C=CC1)NC1=C(NC2=C1C(NCC2)=O)C2=C(C=NC=C2)OC[C@@H]2N(CC21CCC1)C(C=C)=O)OC |r|